(2-(5-fluoropyrimidin-2-yl)-6-methylpyridin-3-yl)((1S,4R,6R)-6-((5-(trifluoromethyl)pyridin-2-yl)amino)-2-azabicyclo[2.2.2]oct-2-yl)methanone FC=1C=NC(=NC1)C1=NC(=CC=C1C(=O)N1[C@@H]2[C@@H](C[C@H](C1)CC2)NC2=NC=C(C=C2)C(F)(F)F)C